acrylamidohydroxyacetic acid C(C=C)(=O)NC(C(=O)O)O